(S)-3-(tert-butoxycarbonyl)-9-(hydroxymethyl)-1,2,3,4,4a,5-hexahydrobenzo[b]pyrazino[1,2-d][1,4]oxazine-8-carboxylic acid C(C)(C)(C)OC(=O)N1C[C@@H]2N(C3=C(OC2)C=C(C(=C3)CO)C(=O)O)CC1